rac-Methyl 4-(5,5-difluoropiperidin-3-yl)benzoate FC1(C[C@@H](CNC1)C1=CC=C(C(=O)OC)C=C1)F |r|